phenanthroline-2,9-dicarboxaldehyde N1=C(C=CC2=CC=C3C=CC(=NC3=C12)C=O)C=O